(rac)-6-(6-(tert-butyl)pyridin-2-yl)-6-hydroxy-2-azaspiro[3.4]Octane C(C)(C)(C)C1=CC=CC(=N1)[C@@]1(CC2(CNC2)CC1)O |r|